N-hydroxy-4-{[5-(3-methyl-4-oxo-3,4-dihydro-quinazolin-6-yl)-3-(2-bromophenyl)-1H-pyrazol-1-yl]methyl}benzamide ONC(C1=CC=C(C=C1)CN1N=C(C=C1C=1C=C2C(N(C=NC2=CC1)C)=O)C1=C(C=CC=C1)Br)=O